C(N)(=O)SC[C@@H](CC1=CC=CC=C1)NC(OC(C)(C)C)=O tert-Butyl (R)-(1-(carbamoylthio)-3-phenylpropan-2-yl)carbamate